2,3-dihydroxypropyl (Z)-octadec-9-enoate C(CCCCCCC\C=C/CCCCCCCC)(=O)OCC(CO)O